C(C)(C)(C)OC(=O)N1CCC2(CCCN2CC2=C(C=C(C=C2)C(F)(F)F)N2CCCC2)CC1 1-(2-(pyrrolidin-1-yl)-4-(trifluoromethyl)benzyl)-1,8-diazaspiro[4.5]decane-8-carboxylic acid tert-butyl ester